C(=O)O.FC(C1=NN=C(S1)C1=NC=C2N1C=C(C=C2N2CCC1(CNC1)CC2)S(=O)(=O)NC2(CC2)C)F 3-(5-(difluoromethyl)-1,3,4-thiadiazol-2-yl)-N-(1-methylcyclopropyl)-8-(2,7-diazaspiro[3.5]nonan-7-yl)imidazo[1,5-a]pyridine-6-sulfonamide formate